3,3-bis(trifluoromethyl)hexa-5-enoic acid FC(C(CC(=O)O)(CC=C)C(F)(F)F)(F)F